2-(2,6-dichlorophenyl)-7-methyl-9-(4-(1-methyl-4-(trifluoromethyl)-1H-imidazol-2-yl)benzyl)-7,9-dihydro-8H-purin-8-imine ClC1=C(C(=CC=C1)Cl)C1=NC=C2N(C(N(C2=N1)CC1=CC=C(C=C1)C=1N(C=C(N1)C(F)(F)F)C)=N)C